FC(C(=O)O)(F)F.C(C)S1C(=NC(=C1C(=O)O)C)NC1=NC(=CC(=N1)NCC1=CC(=C(C=C1)OC)OC)N1CCNCC1 ethyl-2-[[4-[[(3,4-dimethoxyphenyl)methyl]amino]-6-(1-piperazinyl)-2-pyrimidinyl]amino]-4-methyl-5-thiazolecarboxylic acid trifluoroacetate